bis(quinolyl)urea N1=C(C=CC2=CC=CC=C12)NC(NC1=NC2=CC=CC=C2C=C1)=O